C1CCC2=C(C=3CCCC3C=C12)NC(=O)O[C@@H](C(=O)OCC)CN1N=C(N=C1)C Ethyl (2R)-2-{[(1,2,3,5,6,7-hexahydro-s-indacen-4-yl)-carbamoyl]oxy}-3-(3-methyl-1H-1,2,4-triazol-1-yl)propanoate